ClC1=C(C=CC=C1C=1C=NC(=CC1)CN1C(C=CC=C1)=O)C1C(NC(CC1)=O)=O 3-(2-chloro-3-(6-((2-oxopyridin-1(2H)-yl)methyl)pyridin-3-yl)phenyl)piperidine-2,6-dione